ClC=1C(=NC=CC1)C(C(=O)NC(C(=O)O)CCN(CCCCC1=NC=2NCCCC2C=C1)CC(CF)OC)C 2-[[2-(3-chloro-2-pyridyl)propanoyl]amino]-4-[[3-fluoro-2-methoxy-propyl]-[4-(5,6,7,8-tetrahydro-1,8-naphthyridin-2-yl)butyl]amino]butanoic acid